N=1NN=NC1CC=1C=CC(=C(CC=2C(=NC(=NC2C)N)N[C@H](CCOC)CCCC)C1)OC (S)-5-(5-((2H-tetrazol-5-yl)methyl)-2-methoxybenzyl)-N4-(1-methoxyhept-3-yl)-6-methylpyrimidine-2,4-diamine